(R)-2-(dimethylamino)-5-(5-(1-(3,5-dimethylpyridazin-4-yl)ethoxy)-1H-indazol-3-yl)nicotinonitrile CN(C1=C(C#N)C=C(C=N1)C1=NNC2=CC=C(C=C12)O[C@H](C)C1=C(N=NC=C1C)C)C